3-(3-(4-((3-fluorobenzyl)oxy)benzyl)isoxazol-5-yl)pyridin-2-amine FC=1C=C(COC2=CC=C(CC3=NOC(=C3)C=3C(=NC=CC3)N)C=C2)C=CC1